C(CC)P(CCP(CCC)CCC)CCC 1,2-bis(dipropylphosphino)-ethane